N-(3-(7-fluoro-2-((6-morpholinylpyridin-3-yl)amino)quinazolin-8-yl)phenyl)acrylamide FC1=CC=C2C=NC(=NC2=C1C=1C=C(C=CC1)NC(C=C)=O)NC=1C=NC(=CC1)N1CCOCC1